cis-ethyl 4-(N-(1-(ethoxycarbonyl)-4-(hydroxymethyl)-4-methylpyrrolidin-3-yl)sulfamoyl)-3-fluoro-1-methyl-1H-pyrrole-2-carboxylate C(C)OC(=O)N1C[C@H]([C@@](C1)(C)CO)NS(=O)(=O)C=1C(=C(N(C1)C)C(=O)OCC)F